2-(adamantan-1-yl)-N-[4-(3-chlorophenyl)-1-oxophthalazin-2(1H)-yl]acetamide C12(CC3CC(CC(C1)C3)C2)CC(=O)NN2C(C3=CC=CC=C3C(=N2)C2=CC(=CC=C2)Cl)=O